ClP1O[C@@H]([C@H](O1)C1=CC=CC=C1)C1=CC=CC=C1 (4R,5R)-2-chloro-4,5-diphenyl-1,3,2-dioxaphospholane